CN(CC(COCCCCCCCC\C=C/C\C=C/CCCCC)OC(CCC)O[C@@H]1CC2=CC[C@H]3[C@@H]4CC[C@H]([C@@H](CCCC(C)C)C)[C@]4(CC[C@@H]3[C@]2(CC1)C)C)C 3-dimethylamino-2-(cholest-5-en-3β-oxybut-4-oxy)-1-(cis,cis-9,12-octadecadienyloxy)propane